ClC=1C(=NC=NC1)C1=CNC2=CC=CC=C12 5-chloro-4-(1H-indole-3-yl)pyrimidine